FC1=CC(=C(C#N)C(=C1)N1C=NC=2C1=NC(=CC2)C2=NC(=CC=C2)O[C@H](CN2N=NN=C2)C)O 4-fluoro-2-hydroxy-6-[5-(6-{[(2S)-1-(1H-tetrazol-1-yl)propan-2-yl]oxy}pyridin-2-yl)-3H-imidazo[4,5-b]pyridin-3-yl]benzonitrile